ClC1=C(C=C(C(=C1)F)C1=C(C(=C(C=C1F)F)F)F)C(=O)NS(N(C)C)(=O)=O 4-chloro-N-(dimethylsulfamoyl)-2',3',4',6,6'-pentafluoro-[1,1'-biphenyl]-3-carboxamide